pyridoxine ammonium phosphate P(=O)([O-])([O-])[O-].[NH4+].N1=C(C)C(O)=C(CO)C(CO)=C1.[NH4+].[NH4+]